Cis-isoeugenol C=1(C(O)=CC=C(\C=C/C)C1)OC